C(#N)[C@@H](C[C@H]1C(NCCC1)=O)NC(=O)[C@H]1N(C[C@@H]2[C@H]1CC(C2)(F)F)C(=O)C=2NC1=CC=CC(=C1C2)F (1S,3aS,6aR)-N-((R)-1-cyano-2-((S)-2-oxopiperidin-3-yl)ethyl)-5,5-difluoro-2-(4-fluoro-1H-indole-2-carbonyl)octahydrocyclopenta[c]pyrrole-1-carboxamide